2-(4-(6-(acetoxymethyl)-3-aminopyridazin-4-yl)piperazin-1-yl)acetic acid C(C)(=O)OCC1=CC(=C(N=N1)N)N1CCN(CC1)CC(=O)O